O1CC[C@@H](C2=CC=CC=C12)NC(=O)C1=CC2=C(N=C(S2)C=2C(=NC=CC2C)C)C=C1 (S)-N-(chroman-4-yl)-2-(2,4-dimethyl-pyridin-3-yl)benzo[d]-thiazole-6-carboxamide